4-fluoro-6-methyl-N-(5-silaspiro[4.5]decan-8-yl)-1H-pyrrolo[2,3-b]pyridine-2-carboxamide FC1=C2C(=NC(=C1)C)NC(=C2)C(=O)NC2CC[Si]1(CCCC1)CC2